((1R,3R)-3-aminocyclobutyl)(3-(5-(trifluoromethyl)pyrimidin-2-yl)-3,8-diazabicyclo[3.2.1]octan-8-yl)methanone hydrochloride Cl.NC1CC(C1)C(=O)N1C2CN(CC1CC2)C2=NC=C(C=N2)C(F)(F)F